O=C1CC[C@@H](O1)C(=O)O (2R)-5-oxotetrahydrofuran-2-carboxylic acid